CC1(N(CCOC1)C(=O)C=1C2=C(N(N1)C1=CC(=CC(=C1)OC)F)C=1C=C(C(=CC1OC2)OC)C=2C=NN(C2)CC(=O)N)C 2-(4-(3-(3,3-dimethylmorpholine-4-carbonyl)-1-(3-fluoro-5-methoxyphenyl)-7-methoxy-1,4-dihydrochromeno[4,3-c]pyrazol-8-yl)-1H-pyrazol-1-yl)acetamide